CN1CC2CCC(C1)N2 3-methyl-3,8-diazabicyclo[3.2.1]Octane